2-(7-Bromo-8-((2S,5R)-2,5-diethyl-4-(1-(thiazolo[5,4-B]pyridin-5-yl)ethyl)piperazin-1-yl)-5-methyl-6-oxo-5,6-dihydroimidazo[1,2-B]pyridazin-2-yl)acetonitrile BrC1=C(C=2N(N(C1=O)C)C=C(N2)CC#N)N2[C@H](CN([C@@H](C2)CC)C(C)C2=CC=C1C(=N2)SC=N1)CC